5-nitro-1,3-benzenedicarboxylic acid [N+](=O)([O-])C=1C=C(C=C(C1)C(=O)O)C(=O)O